CN1CC(C1)(C)[C@@](C=1C=C(C=NC1)C1=NOC(=N1)C(C)(C)O)(C1=CC=C(C=C1)C(C)C)O 2-(3-{5-[(R)-(1,3-dimethyl-azetidin-3-yl)-hydroxy-(4-isopropyl-phenyl)-methyl]-pyridin-3-yl}-[1,2,4]Oxadiazol-5-yl)-propan-2-ol